3-(4-chloro-3-trifluoromethyl-phenyl)-urea ClC1=C(C=C(C=C1)NC(N)=O)C(F)(F)F